3,5-bis(trifluoromethyl)-benzenesulfonyl chloride FC(C=1C=C(C=C(C1)C(F)(F)F)S(=O)(=O)Cl)(F)F